CN1C[C@](C[C@@H]2C=3C=CC=C4NC=C(C[C@@H]12)C34)(C(=O)OCC3=CC=CC=C3)CCN 6-methyl-8R-carbobenzyloxy-aminoethyl-10a-ergoline